COC1=CC(=CC2=C1C(=NO2)N)CN2N=CC=C2 4-methoxy-6-[(1H-pyrazol-1-yl)methyl]-1,2-benzoxazol-3-amine